7-fluoro-1,2,3,4-tetrahydroisoquinoline-4-Amine FC1=CC=C2C(CNCC2=C1)N